FC(C(=O)O)(F)F.CNC(C(C(=O)NC)NCCCN(CCCCCCCC(=O)OC(CCCCCCCC)CCCCCCCC)CCCCCCCC(OC(CC)CCCCCCCC)=O)=O heptadecan-9-yl 8-((3-((1,3-bis(methylamino)-1,3-dioxopropan-2-yl)amino)propyl)(8-oxo-8-(undecan-3-yloxy)octyl)amino)octanoate trifluoroacetic acid salt